C(#N)C1=CC=C2C=3C(C4=C(C(C3NC2=C1)(C)C)C=C(C(=C4)CC)N4CCC(CC4)NC(CCCCNC4=C1C(N(C(C1=CC=C4)=O)C4C(NC(CC4)=O)=O)=O)=O)=O N-(1-(3-cyano-9-ethyl-6,6-dimethyl-11-oxo-6,11-dihydro-5H-benzo[b]carbazol-8-yl)piperidin-4-yl)-5-((2-(2,6-dioxopiperidin-3-yl)-1,3-dioxoisoindolin-4-yl)amino)pentanamide